C(C)(C)(C)C12CN(CC(CC1)N2C(=O)OCCN(CCCCCC)CCCCCC)C2=NC(=NC1=C(C(=C(C=C21)Cl)Br)F)Cl 2-(dihexylamino)ethanol tert-butyl-3-(7-bromo-2,6-dichloro-8-fluoro-quinazolin-4-yl)-3,8-diazabicyclo[3.2.1]octane-8-carboxylate